C(C)N(C1=CC(=CC=C1)F)CC N,N-diethyl-3-fluoroaniline